Benzyl 1-(benzyloxycarbonyl-sulfamoyl)-3-[pyrrolidin-3-yl]pyrrole-2-carboxylate hydrochloride Cl.C(C1=CC=CC=C1)OC(=O)NS(=O)(=O)N1C(=C(C=C1)C1CNCC1)C(=O)OCC1=CC=CC=C1